ClC=1C=C(C=CC1F)NC(N([C@H]1CCC=2NC(C=C(C21)C(F)(F)F)=O)CC(C)C)=O (S)-3-(3-chloro-4-fluorophenyl)-1-isobutyl-1-(2-oxo-4-(trifluoromethyl)-2,5,6,7-tetrahydro-1H-cyclopenta[b]pyridin-5-yl)urea